Tert-butyl (R)-4-(((tert-butyldiphenylsilyl)oxy)methyl)-2,2-dimethylpiperidine-1-carboxylate [Si](C1=CC=CC=C1)(C1=CC=CC=C1)(C(C)(C)C)OC[C@H]1CC(N(CC1)C(=O)OC(C)(C)C)(C)C